(2'S,4S,6'S,7S)-2-chloro-2'-methyl-6'-(1-methyltriazol-4-yl)spiro[4,5-dihydrothieno[2,3-c]pyran-7,4'-piperidine]-4-ol ClC1=CC2=C(S1)[C@@]1(C[C@@H](N[C@@H](C1)C=1N=NN(C1)C)C)OC[C@H]2O